6'-(1-fluorovinyl)-2'-(4-methoxybenzyl)-2',3'-dihydro-1'H-spiro[cyclopropane-1,4'-isoquinoline] FC(=C)C=1C=C2C3(CN(CC2=CC1)CC1=CC=C(C=C1)OC)CC3